CC([C@@H](C(=O)N1[C@@H]([C@H]2C([C@H]2C1)(C)C)C(=O)NC1(CCCC=2C=CN=CC12)C(=O)N)NC(C(F)(F)F)=O)(C)C 8-[[(1R,2S,5S)-3-[(2S)-3,3-dimethyl-2-[(2,2,2-trifluoroacetyl)amino]butanoyl]-6,6-dimethyl-3-azabicyclo[3.1.0]hexane-2-carbonyl]amino]-6,7-dihydro-5H-isoquinoline-8-carboxamide